(2r,3r,4r,5s)-1-(((5s,8s)-3,3-dimethyl-2-oxaspiro[4.5]dec-8-yl)methyl)-2-methylpiperidine-3,4,5-triol CC1(OCC2(C1)CCC(CC2)CN2[C@@H]([C@H]([C@@H]([C@H](C2)O)O)O)C)C